dimethyl-phenyl-diethoxysilane CC(CO[SiH](OCC)C1=CC=CC=C1)C